3-Ethyl-5-methyl-1-((5-(2,4,5-trifluoro-3-hydroxyphenyl)-1,2,4-oxadiazol-3-yl)methyl)pyrimidine C(C)N1CN(C=C(C1)C)CC1=NOC(=N1)C1=C(C(=C(C(=C1)F)F)O)F